C1(CC1)C=1C=CC(=NC1F)[C@H](C1=CC=CC=C1)CC(C)(S(=O)N)C ((s)-(5-cyclopropyl-6-fluoropyridin-2-yl)(phenyl)methyl)-2-methylpropane-2-sulfinamide